FC(C(C(O)(C(F)(F)F)C(F)(F)F)(O)C(F)(F)F)(F)F 1,1,2,2-tetrakis(trifluoromethyl)-1,2-ethanediol